(1R*,5S*)-2-azabicyclo[3.1.0]hexan [C@@H]12NCC[C@H]2C1 |o1:0,4|